CC(CCCCCC)[SiH3] octan-2-ylsilane